C(C)(C)N1C(N(CC1)C1CN(CCC1)C=1N=NC(=CN1)C(=O)N)=O 3-(3-(3-isopropyl-2-oxoimidazolin-1-yl)piperidine-1-yl)-1,2,4-triazine-6-carboxamide